tert-butyl ((3S,4R)-1-(5-chloro-6,7-difluoro-1H-indole-2-carbonyl)-4-fluoropyrrolidin-3-yl)carbamate ClC=1C=C2C=C(NC2=C(C1F)F)C(=O)N1C[C@@H]([C@@H](C1)F)NC(OC(C)(C)C)=O